C(C)[C@H]1C=2C(=CC=NC2[C@@H](CC1)F)O (5R,8R)-5-ethyl-8-fluoro-5,6,7,8-tetrahydroquinolin-4-ol